5-(6-fluoropyridin-2-yl)-N-(3-(6-(trifluoromethyl)-1H-benzo[d]imidazol-2-yl)phenyl)pyrimidin-2-amine FC1=CC=CC(=N1)C=1C=NC(=NC1)NC1=CC(=CC=C1)C1=NC2=C(N1)C=C(C=C2)C(F)(F)F